2,3,4,5-tetrahydro-1H-benzo[4,5]thieno[2,3-d]azepin-8-ol C1C2=C(CCNC1)SC1=C2C=CC(=C1)O